N-((2-(ethylsulfonyl)thiazol-5-yl)methyl)thiazole-5-carboxamide C(C)S(=O)(=O)C=1SC(=CN1)CNC(=O)C1=CN=CS1